NC(C(=O)NCCCN(C)C)(C)C 2-amino-N-[3-(dimethylamino)propyl]-2-methyl-propionamide